(R)-(3-Fluorophenyl)((2R,5S)-5-(((1r,4S)-4-methoxycyclohexyl)methyl)-pyrrolidin-2-yl)methanol hydrochloride Cl.FC=1C=C(C=CC1)[C@@H](O)[C@@H]1N[C@@H](CC1)CC1CCC(CC1)OC